C1CCC2=C(C=CC=C12)N1N=CC2=NC=C(C=C21)OC (2,3-dihydro-1H-inden-4-yl)-6-methoxy-1H-pyrazolo[4,3-b]pyridine